FC1=C(C=CC=C1)I ortho-fluoroiodobenzene